CC1=CC=C(N=N1)NC1=CC2=C(N(C=N2)C2=CC=C(C(=N2)C=2C=NN(C2C)CC(F)(F)F)C#N)C=C1 6-[5-[(6-methylpyridazin-3-yl)amino]benzimidazol-1-yl]-2-[5-methyl-1-(2,2,2-trifluoroethyl)pyrazol-4-yl]pyridine-3-carbonitrile